C(CCCCC)OC(CC(C(=O)OCCC(=O)O)=C)=O 3-((4-(hexyloxy)-2-methylene-4-oxobutanoyl)oxy)propanoic acid